3-Chloro-4-(2-chloro-3-(6-methoxy-5-((7-oxo-2,6-diazaspiro[3.4]octan-2-yl)methyl)pyridin-2-yl)phenyl)-5'-methoxy-[2,3'-bipyridine]-6'-carbaldehyde ClC=1C(=NC=CC1C1=C(C(=CC=C1)C1=NC(=C(C=C1)CN1CC2(C1)CNC(C2)=O)OC)Cl)C=2C=NC(=C(C2)OC)C=O